2-(3,4-diethoxyphenyl)-4-(thiophen-2-ylmethylene)oxazol-5(4H)-one C(C)OC=1C=C(C=CC1OCC)C=1OC(C(N1)=CC=1SC=CC1)=O